1-[2-amino-8-(2-chlorophenyl)-9-(4-chlorophenyl)purin-6-yl]-4-methyl-piperidine-4-carboxamide NC1=NC(=C2N=C(N(C2=N1)C1=CC=C(C=C1)Cl)C1=C(C=CC=C1)Cl)N1CCC(CC1)(C(=O)N)C